tert-butyl 4-((3-(3-fluorophenyl)-1H-indazol-6-yl)amino)piperidine-1-carboxylate FC=1C=C(C=CC1)C1=NNC2=CC(=CC=C12)NC1CCN(CC1)C(=O)OC(C)(C)C